methyl (2S)-5-(4-aminopyrimidin-5-yl)-2-{[(tert-butoxy)carbonyl] amino}pentanoate NC1=NC=NC=C1CCC[C@@H](C(=O)OC)NC(=O)OC(C)(C)C